dibutyl bis(ethyl acetoacetate) C(C)CC(CC(=O)OCCCC)=O.C(C)CC(CC(=O)OCCCC)=O